4-(6,6-difluoro-2-((2S,3R)-3-hydroxy-2-methylazetidin-1-yl)-5,6,7,8-tetrahydroquinazolin-4-yl)benzamide FC1(CC=2C(=NC(=NC2CC1)N1[C@H]([C@@H](C1)O)C)C1=CC=C(C(=O)N)C=C1)F